Butyl HydroPeroxide C(CCC)OO